2-[4-(difluoromethoxy)phenyl]-4-(2-methoxyphenyl)-2,3-dihydro-1H-pyrrolo[3,4-c]pyridin-1-one FC(OC1=CC=C(C=C1)N1CC=2C(=NC=CC2C1=O)C1=C(C=CC=C1)OC)F